Methylglyoxal CC(=O)C=O